C1(CC1)N1C(=NC2=C1C=CC=C2)COC2=CC=C(C=C2)C2=NN(C=C2C2=CC=NC=C2)C 1-Cyclopropyl-2-(4-(1-methyl-4-pyridin-4-yl-1H-pyrazol-3-yl)-phenoxymethyl)-1H-benzoimidazole